3-(4-bromo-2-pyridyl)pyrrolidin-2-one BrC1=CC(=NC=C1)C1C(NCC1)=O